O=C1N(CCC(N1)=O)C1=NOC2=C1C=C(C=C2)CN2[C@@H]1CN([C@H](C2)C1)C(=O)OC(C)(C)C tert-butyl (1S,4S)-5-((3-(2,4-dioxotetrahydropyrimidin-1(2H)-yl)benzo[d]isoxazol-5-yl)methyl)-2,5-diazabicyclo[2.2.1]heptane-2-carboxylate